5-(6-(8-hydroxy-1,4-dioxaspiro[4.5]decan-8-yl)pyridin-3-yl)-1,3,4-oxadiazol-2(3H)-one OC1(CCC2(OCCO2)CC1)C1=CC=C(C=N1)C1=NNC(O1)=O